NC1=CC=C(C=C1)C(=N)NC(OCCOCCC)=O 2-propoxyethyl ((4-aminophenyl)(imino)methyl)carbamate